α-methyl-L-threonine C[C@](N)([C@H](O)C)C(=O)O